(S)-Fmoc-2-amino-6-(Boc-t-butoxycarbonylmethyl-amino)-hexanoic acid C(=O)(OCC1C2=CC=CC=C2C2=CC=CC=C12)[C@@](C(=O)O)(CCCCN(CC(=O)OC(C)(C)C)C(=O)OC(C)(C)C)N